N-[(9-methyl-beta-carbolin-3-yl)methyl]-beta-carbolin-1-amine CN1C2=CC=CC=C2C=2C=C(N=CC12)CNC1=NC=CC=2C3=CC=CC=C3NC12